benzcyclobutene C1=CC2=C1C=CC=C2